2-Chloro-4,6-dimethyl-3-[(2-methylphenyl)sulfonyl]-5-phenylpyridine ClC1=NC(=C(C(=C1S(=O)(=O)C1=C(C=CC=C1)C)C)C1=CC=CC=C1)C